tert-Butyl 4-(2-cyano-3-methyl-5-(2-methylprop-1-en-1-yl)phenyl)piperazine-1-carboxylate C(#N)C1=C(C=C(C=C1C)C=C(C)C)N1CCN(CC1)C(=O)OC(C)(C)C